N-(2-carbamoyl-4-cyano-6-methyl-phenyl)-2-(3-chloro-2-pyridyl)-5-(trifluoromethyl)pyrazole-3-carboxamide C(N)(=O)C1=C(C(=CC(=C1)C#N)C)NC(=O)C=1N(N=C(C1)C(F)(F)F)C1=NC=CC=C1Cl